(3RS)-3-[1-oxo-4-(4-piperidyloxy)isoindolin-2-yl]piperidine-2,6-dione hydrochloride Cl.O=C1N(CC2=C(C=CC=C12)OC1CCNCC1)[C@H]1C(NC(CC1)=O)=O |r|